Cl.C1=CC=CC=2C3=CC=CC=C3C(=CC12)NN 9-phenanthryl-hydrazine hydrochloride